FC1=CC=C(C=C1)C=1N=C2C(=NC1)N(C(C(=C2O)C(=O)NC2(CCCCC2)C(=O)O)=O)CCN2CCOCC2 1-(2-(4-fluorophenyl)-8-hydroxy-5-(2-morpholinoethyl)-6-oxo-5,6-dihydropyrido[2,3-b]pyrazine-7-carboxamido)cyclohexane-1-carboxylic acid